2-(methylsulfonyl)acetophenone CS(=O)(=O)CC(=O)C1=CC=CC=C1